1-vinyl-3-hexylimidazole bromide salt [Br-].C(=C)N1CN(C=C1)CCCCCC